NC1=NNC2=CC=C(C(=C12)C)C1=C(C=C(C=C1)S(=O)(=O)NC1CC(C1)O)Cl 4-(3-amino-4-methyl-1H-indazol-5-yl)-3-chloro-N-(3-hydroxycyclobutyl)benzenesulfonamide